C(C)(C)(C)OC(NC(C)(C)C1=NC(=CC2=C1CNC2=O)N(C)C(C)C)=O (2-(6-(Isopropyl-(methyl)amino)-1-oxo-2,3-dihydro-1H-pyrrolo[3,4-c]pyridin-4-yl)propan-2-yl)carbamic acid tert-butyl ester